3-(3-chloropropyl)-6-fluoro-1H-4,2,1-benzooxathiazine 2,2-dioxide ClCCCC1S(NC2=C(O1)C=C(C=C2)F)(=O)=O